F[P-](F)(F)(F)(F)F.N1N=[N+](C=C1)[O-] [1,2,3]triazole 3-oxide hexafluorophosphate